ClC=1C=C(OC=2C=C(C(=C(C2)C(CCC(=O)O)=O)O)C#N)C=CC1 4-[5-(3-Chloro-phenoxy)-3-cyano-2-hydroxy-phenyl]-4-oxo-butyric acid